N-(4-(2-azidoacetylamino)phenyl)-3-(3,4-difluoro-2-methoxyphenyl)-5-methyl-5-(trifluoromethyl)tetrahydrothiophene-2-carboxamide N(=[N+]=[N-])CC(=O)NC1=CC=C(C=C1)NC(=O)C1SC(CC1C1=C(C(=C(C=C1)F)F)OC)(C(F)(F)F)C